N-[4-fluoro-5-(3-methylbenzimidazol-5-yl)-2-[rac-(3R,5S)-3,4,5-trimethylpiperazin-1-yl]phenyl]-6-oxo-4-(trifluoromethyl)-1H-pyridine-3-carboxamide FC1=CC(=C(C=C1C1=CC2=C(N=CN2C)C=C1)NC(=O)C1=CNC(C=C1C(F)(F)F)=O)N1C[C@H](N([C@H](C1)C)C)C |r|